[C].C1(CCCCC1)C(COC)(COC)CCCCC 2-cyclohexyl-2-n-amyl-1,3-dimethoxypropane carbon